FC1(CN(C[C@H]1NC1=NN2C(C(=N1)OC)=C(C(=C2)F)C=2C=CC1=C(N(C=N1)CCF)C2)C(C)=O)F (R)-1-(3,3-difluoro-4-((6-fluoro-5-(1-(2-fluoroethyl)-1H-benzo[d]imidazol-6-yl)-4-methoxypyrrolo[2,1-f][1,2,4]triazin-2-yl)amino)pyrrolidin-1-yl)ethan-1-one